FC(C=C)(C(F)(F)F)F 3,3,4,4,4-PENTAFLUORO-1-BUTENE